ClC1=CC2=C(N=C(N=C2O)C2=CC=NC=C2)C=N1 6-chloro-2-(pyridine-4-yl)pyrido[3,4-d]pyrimidin-4-ol